ClCC1=NC2=CC=CC=C2C(N1C1=C(C=CC(=C1)C(F)(F)F)OC(C)C)=O 2-(chloromethyl)-3-(2-isopropoxy-5-(trifluoromethyl)phenyl)quinazolin-4(3H)-one